6-methyl-chroman CC=1C=C2CCCOC2=CC1